N1C2=C(C=CC=C1)N2 epiminoazepin